C1(=CC=CC=C1)[C@@H]1[C@H](C1)N[C@@H]1CC[C@H](CC1)NC(OC(C)(C)C)=O tert-butyl ((trans)-4-(((1S,2R)-2-phenylcyclopropyl)amino)cyclohexyl)carbamate